17,19-dimethyl-tritriacontane CC(CCCCCCCCCCCCCCCC)CC(CCCCCCCCCCCCCC)C